tert-butyl (S)-(3-(1-hydroxyethyl)phenyl)carbamate O[C@@H](C)C=1C=C(C=CC1)NC(OC(C)(C)C)=O